OCCCNC(O[C@@H]1CC[C@H](CC1)C(N(C[C@@H]1CC[C@H](CC1)C1=CC(=C(C=C1)OC)C)C1=CC(=CC=C1)C=1C=NN(C1)C(C)C)=O)=O trans-4-((3-(1-Isopropyl-1H-pyrazol-4-yl)phenyl)((trans-4-(4-methoxy-3-methylphenyl)cyclohexyl)methyl)carbamoyl)cyclohexyl (3-hydroxypropyl)carbamate